C(#CC)C=1C=C2C=NNC2=CC1 5-(propane-1-yn-1-yl)-1H-indazole